ClC=1C=CC(=C(C1)C1=CC2=C(OCCN2C2=CC(=NC=C2)N)C=N1)F 4-(7-(5-chloro-2-fluorophenyl)-2,3-dihydro-1H-pyrido[3,4-b][1,4]oxazin-1-yl)pyridin-2-amine